C1(=CC1)C[C@H](CC(=O)NO)C(=O)N1CC2(CC2)C[C@H]1C(=O)C1=CC=C(C=C1)C1=CC=C(C=C1)CC (R)-3-(cyclopropenylmethyl)-4-((S)-6-(4'-ethyl-[1,1'-biphenyl]-4-carbonyl)-5-azaspiro[2.4]heptan-5-yl)-N-hydroxy-4-oxobutanamide